5,7-Difluoro-1-(4-(4-(methylsulfonyl)piperidin-1-yl)phenyl)-1H-indazol-6-ol FC=1C=C2C=NN(C2=C(C1O)F)C1=CC=C(C=C1)N1CCC(CC1)S(=O)(=O)C